C(C)(C)(C)N1CCN(CC1)C1=CC(=CC=C1)B1OC(C(O1)(C)C)(C)C 1-(tert-butyl)-4-(3-(4,4,5,5-tetramethyl-1,3,2-dioxaborolan-2-yl)phenyl)piperazine